ethyl-hydrogen-phosphat C(C)OP(=O)(O)[O-]